FC(C(=O)O)(F)F.NCC=1C=CC(=C(C(=O)NC2=CC=C(C=C2)S(=O)(=O)N2CCN(CC2)C2=CC(=CC(=C2)Cl)Cl)C1)N(S(=O)(=O)C)C 5-(Aminomethyl)-N-(4-((4-(3,5-dichlorophenyl)piperazin-1-yl)sulfonyl)phenyl)-2-(N-methylmethylsulfonamido)benzamide 2,2,2-trifluoroacetate